N1(CCCCC1)C1=CC(=NC=N1)NC1=CC2=C(C(NC23CCCCC3)=O)S1 2'-((6-(Piperidin-1-yl)pyrimidin-4-yl)amino)spiro[cyclohexane-1,4'-thieno[2,3-c]pyrrol]-6'(5'H)-one